3-(1H-[1,2,3]triazolo[4,5-b]pyridin-5-yl)-N-(4-(phenylsulfonyl)phenyl)benzamide N1N=NC2=NC(=CC=C21)C=2C=C(C(=O)NC1=CC=C(C=C1)S(=O)(=O)C1=CC=CC=C1)C=CC2